3-(1,6-dimethyl-1H-pyrazolo[3,4-b]pyridin-4-yl)-N-(((S)-4-methylmorpholin-2-yl)methyl)-5-(trifluoromethyl)-3-azabicyclo[3.1.0]hexane-1-carboxamide CN1N=CC=2C1=NC(=CC2N2CC1(CC1(C2)C(F)(F)F)C(=O)NC[C@H]2CN(CCO2)C)C